O=C1NC(CCC1N1C(C2=CC=C(C=C2C1)N1CC(CC1)CN1CCN(CC1)C=1C=C(C=CC1)S(=O)(=O)NC1=NOC2=C1C(=CC(=C2)CN2N=CC=C2)OC)=O)=O 3-[4-[[1-[2-(2,6-Dioxopiperidin-3-yl)-1-oxo-3H-isoindol-5-yl]pyrrolidin-3-yl]methyl]piperazin-1-yl]-N-[4-methoxy-6-(pyrazol-1-ylmethyl)-1,2-benzoxazol-3-yl]benzene-sulfonamide